4-(bromomethyl)-4'-guanidino-1,1'-biphenyl BrCC1=CC=C(C=C1)C1=CC=C(C=C1)NC(=N)N